O=C1NC(CCC1N1C(N(C2=C1C=CC=C2CCCOCCOCCOCCOCC(=O)O)C)=O)=O 15-(1-(2,6-dioxopiperidin-3-yl)-3-methyl-2-oxo-2,3-dihydro-1H-benzo[d]imidazol-4-yl)-3,6,9,12-tetraoxapentadecanoic acid